2-((3-(2-oxopyrrolidin-1-yl)propyl)amino)acetic acid O=C1N(CCC1)CCCNCC(=O)O